P(=O)(OC1=CC=CC=C1)(OOCCCCCCCCCCCCCCCCCC)[O-] phenyl octadecyloxy phosphate